methyl (S)-6-(4-(tert-butoxycarbonyl)-2-methylpiperazin-1-yl)-2-chloropyrimidine-4-carboxylate C(C)(C)(C)OC(=O)N1C[C@@H](N(CC1)C1=CC(=NC(=N1)Cl)C(=O)OC)C